COC(=O)C12C=CC(CC1)C2 norborneneic acid methyl ester